4-(4-phenylbenzoyl)piperazine-2,3-dicarboxylic acid C1(=CC=CC=C1)C1=CC=C(C(=O)N2C(C(NCC2)C(=O)O)C(=O)O)C=C1